O(C1=CC=CC=C1)C1=CC=C(C=C1)NC(OC1=CC=C(C=C1)[N+](=O)[O-])=O 4-nitrophenyl (4-(phenoxy) phenyl)carbamate